BrC=1C=C2C(=CC(NC2=CC1)=O)OS(=O)(=O)C(F)(F)F.C(=CC)N1CCC(CC1)C1=CN(C=2N=CN=C(C21)C2=CC=C(CNC(C1=CC=C(C=C1)C(C)(C)C)=O)C=C2)COCC[Si](C)(C)C N-(4-(5-(1-propenylpiperidin-4-yl)-7-((2-(trimethylsilyl)ethoxy)methyl)-7H-pyrrolo[2,3-d]pyrimidin-4-yl)benzyl)-4-(tert-butyl)benzamide 6-bromo-2-oxo-1,2-dihydroquinolin-4-yl-triflate